NC=1SC2=C(N1)C(=CC=C2F)C2=C(C=C1C(=NC(=NC1=C2F)OCC2(CC2)CN2CCOCC2)N2CCOC[C@H](C2)NC(C=C)=O)C=C N-((6S)-4-(7-(2-amino-7-fluorobenzo[d]thiazol-4-yl)-8-fluoro-2-((1-(morpholinomethyl)cyclopropyl)methoxy)-6-vinylquinazolin-4-yl)-1,4-oxazepan-6-yl)acrylamide